(6R)-2-[7-[2,4-difluoro-6-(2-methoxyethoxy)phenyl]-4-(2-oxo-1-pyridinyl)thieno[3,2-c]pyridin-6-yl]-6-methyl-6,7-dihydro-4H-pyrazolo[1,5-a]pyrazine-5-carboxylic acid tert-butyl ester C(C)(C)(C)OC(=O)N1CC=2N(C[C@H]1C)N=C(C2)C2=C(C1=C(C(=N2)N2C(C=CC=C2)=O)C=CS1)C1=C(C=C(C=C1OCCOC)F)F